5,5-dimethyl-piperidin-4-ol CC1(C(CCNC1)O)C